CCC(CCC(C)C)N1C2=CC=CC=C2OC=2C=C(C=CC12)B1OC(C)(C)C(C)(C)O1 10-(3-isooctyl)-phenoxazine-3-boronic acid pinacol ester